tetra-arsenic hexaoxide O1[As]2O[As]3O[As]1O[As](O2)O3